NC1=NC=NN2C1=CC=C2[C@@]2(O[C@H]([C@H]([C@H]2O[Si](C)(C)C(C)(C)C)O[Si](C)(C)C(C)(C)C)CO)C#N |&1:12| (2R,3R,4R,SR)-2-(4-aminopyrrolo[2,1-f][1,2,4]triazin-7-yl)-3,4-bis((tertbutyldimethylsilyl)oxy)-5-(hydroxymethyl)tetrahydrofuran-2-carbonitrile